BrC1=C(C=C(C=C1F)S(=O)(=O)N(C)C)F 4-bromo-3,5-difluoro-N,N-dimethylbenzenesulfonamide